3-chloro-N-(4-fluorophenyl)phenoxathiin-4-amine ClC=1C=CC=2SC3=CC=CC=C3OC2C1NC1=CC=C(C=C1)F